(2S,3S)-1-ethyl-5-oxo-2-(pyridin-3-yl)pyrrolidine-3-carboxylic acid C(C)N1[C@@H]([C@H](CC1=O)C(=O)O)C=1C=NC=CC1